4-(3'-(1-Cyanocyclopropyl)-[1,1'-biphenyl]-4-yl)-N-(2-ethynylthiazol-4-yl)-piperazine-1-carboxamide C(#N)C1(CC1)C=1C=C(C=CC1)C1=CC=C(C=C1)N1CCN(CC1)C(=O)NC=1N=C(SC1)C#C